COC(=O)C=1N(NC(C1)=O)C 2-methyl-5-oxo-2,5-dihydro-1H-pyrazole-3-carboxylic acid methyl ester